6-Propargyl-lysine C(C#C)C(CCC[C@H](N)C(=O)O)N